FC1=CC=C(C=C1)CC(=O)NC1=CC=C(C=C1)COC(=O)N[C@H](C(=O)OCC#N)CCN1CCOCC1 cyanomethyl (2S)-2-[[4-[[2-(4-fluorophenyl) acetyl] amino] phenyl] methoxycarbonylamino]-4-morpholino-butanoate